ClC1=C(C=C(C=C1)C1=CC=C(C(=N1)OC1=C(C=C(C=C1C)C)C)C(=O)NS(=O)(=O)C=1C(NC=CC1)=O)OCCC 6-(4-Chloro-3-propoxyphenyl)-N-[(2-oxo-1H-pyridin-3-yl)sulfonyl]-2-(2,4,6-trimethylphenoxy)pyridin-3-carboxamid